FC1=C(C=CC=C1)C1=NNC(=C1)C(=O)N 3-o-fluorophenyl-1H-pyrazole-5-carboxamide